N,N-bis-(2-hydroxyethyl)glycine C(CO)N(CCO)CC(=O)O